Cl.NO hydroxylamine HCl